N-(2,2-difluoroethyl)-3-fluoro-N-(3-fluoro-5-(4,4,4-trifluoro-3,3-dimethylbut-1-yn-1-yl)phenyl)-9-methylpyrido[3,2-e][1,2,4]triazolo[4,3-a]pyrimidin-5-amine FC(CN(C1=NC=2N(C3=C1C=C(C=N3)F)C(=NN2)C)C2=CC(=CC(=C2)C#CC(C(F)(F)F)(C)C)F)F